C1=CC=CC=2C3=CC=CC=C3N(C12)C1=CC=C(S1)C=O 5-(9H-carbazol-9-yl)thiophene-2-formaldehyde